N5-[2-(4,4-difluorocyclohexyl)-4-(2,5-difluorophenyl)-3-pyridyl]-N2,N2-dimethyl-pyrimidine-2,5-dicarboxamide FC1(CCC(CC1)C1=NC=CC(=C1NC(=O)C=1C=NC(=NC1)C(=O)N(C)C)C1=C(C=CC(=C1)F)F)F